CN1N=C2[C@@H](N(CCC2=C1C1=CC(=C(C(=C1)F)F)F)C(=O)C=1C=NN2C1C=NC=C2)C (S)-(2,7-dimethyl-3-(3,4,5-trifluorophenyl)-2,4,5,7-tetrahydro-6H-pyrazolo[3,4-c]pyridin-6-yl)(pyrazolo[1,5-a]pyrazin-3-yl)methanone